[Na+].CC(C)(C)[O-] 2-methylpropan-2-olate sodium salt